BrC1=C(C=CC(=C1)S(NC)(=O)=O)CC(=O)N [2-bromo-4-(methylsulfamoyl)phenyl]acetamide